1,1,1,4,4,5,5,6,7,7,7-undecafluoro-6-(trifluoromethyl)hept-2-ene FC(C=CC(C(C(C(F)(F)F)(C(F)(F)F)F)(F)F)(F)F)(F)F